tris(p-trifluoromethylphenyl)phosphine FC(C1=CC=C(C=C1)P(C1=CC=C(C=C1)C(F)(F)F)C1=CC=C(C=C1)C(F)(F)F)(F)F